CC1=CN=C2N1C=C(C=C2C(=O)NC=2C=NC=C(C2)C2(CC(C2)C)C2=NN=CN2C)CNC2CC(C2)C 3-methyl-N-(5-((1s,3s)-3-methyl-1-(4-methyl-4H-1,2,4-triazol-3-yl)cyclobutyl)pyridin-3-yl)-6-((((1s,3s)-3-methylcyclobutyl)amino)methyl)imidazo[1,2-a]pyridine-8-carboxamide